CCCCCCCCCCCCCCCCCC(=O)OC[C@H](COP(=O)([O-])[O-])OC(=O)CC/C=C\\C/C=C\\C/C=C\\C/C=C\\C/C=C\\C/C=C\\CC The molecule is a 1,2-diacyl-sn-glycerol 3-phosphate(2-) obtained by deprotonation of the phosphate OH groups of 1-stearoyl-2-(4Z,7Z,10Z,13Z,16Z,19Z)-docosahexaenoyl-sn-glycero-3-phosphate; major species at pH 7.3. It is a conjugate base of a 1-stearoyl-2-(4Z,7Z,10Z,13Z,16Z,19Z)-docosahexaenoyl-sn-glycero-3-phosphate.